tert-butyl 6-(1,4-dioxaspiro[4.5]dec-7-en-8-yl)-3-methyl-3,4-dihydro-2H-pyridine-1-carboxylate O1CCOC12CC=C(CC2)C2=CCC(CN2C(=O)OC(C)(C)C)C